C(CCCCCCCCCCCCCCC(C)C)(=O)O.OCC(O)CO.OCC(O)CO.OCC(O)CO.OCC(O)CO tetraglycerol monoisostearate